3'-(4-acryloylmorpholin-3-yl)-5'-chloro-5-fluoro-[1,1'-biphenyl]-3-carboxamide C(C=C)(=O)N1C(COCC1)C=1C=C(C=C(C1)Cl)C1=CC(=CC(=C1)F)C(=O)N